FC=1C=CC(=C(C(=O)O)C1)I 5-fluoro-2-iodo-benzoic acid